C(CC\C=C/CC)=O (4Z)-4-heptenal